C(=O)O.FC(C1=NNC=C1C1=CN=C2N1C=CN=C2NC2=C(C(=O)N)C=CC=C2)(F)F [3-[3-(trifluoromethyl)-1H-pyrazol-4-yl]imidazo[1,2-a]pyrazin-8-ylamino]benzamide formate